2,3-dichloro-1,4-butanediol ClC(CO)C(CO)Cl